6-(2,4-difluorophenyl)-1-(3,5-dimethoxyphenyl)-3-(hydroxymethyl)-5-methyl-4(1H)-pyridazinone FC1=C(C=CC(=C1)F)C1=C(C(C(=NN1C1=CC(=CC(=C1)OC)OC)CO)=O)C